methyl 3-butylamino-4-phenoxy-5-sulfonylbenzoate C(CCC)NC1=CC(C(=O)OC)=CC(C1OC1=CC=CC=C1)=S(=O)=O